5'-O-(acetoacetyl)uridine C(CC(=O)C)(=O)OC[C@@H]1[C@H]([C@H]([C@@H](O1)N1C(=O)NC(=O)C=C1)O)O